C(C)(=O)N1C(CC(C1)C1=CC(=C(C=C1)OC(F)F)OC([2H])([2H])C1CC1)C(=O)O 1-acetyl-4-(3-(cyclopropyl-(1,1-dideutero)methoxy)-4-(difluoromethoxy)phenyl)pyrrolidine-2-carboxylic acid